(5-fluoro-3-pyridyl)-1-ethanol FC=1C=C(C=NC1)C(C)O